2-[2-(2-aminoethoxy)ethoxy]ethylamine NCCOCCOCCN